C(CC(=O)N[C@@H](CCC(=O)[O-])C(=O)[O-])[C@@H](C(=O)[O-])[NH3+] The molecule is a peptide anion obtained by removal of protons from the three carboxy groups as well as protonation of the amino group of gamma-Glu-Glu; major species at pH 7.3. It has a role as a human metabolite. It is a conjugate base of a gamma-Glu-Glu.